3-(3,4-dimethoxyphenyl)-8-methoxy-3,4-dihydro-1H-2-benzopyran-1-one COC=1C=C(C=CC1OC)C1OC(C2=C(C1)C=CC=C2OC)=O